C(C)(C)C1=CC(=NC=C1)C1=NSC(=N1)NC1=C(C(=O)N)C=CC(=N1)C(F)(F)F 2-(3-(4-isopropylpyridin-2-yl)-1,2,4-thiadiazol-5-ylamino)-(trifluoromethyl)nicotinamide